NC=1N=NC(=CC1N1CC2CCC(C1)N2C=2C=CC(=NC2)OCC2CCN(CC2)C2CC1(CC(C1)C(=O)O)C2)C2=C(C=CC=C2)O 6-(4-(((5-(3-(3-amino-6-(2-hydroxyphenyl)pyridazin-4-yl)-3,8-diazabicyclo-[3.2.1]octan-8-yl)pyridin-2-yl)oxy)methyl)piperidin-1-yl)spiro[3.3]heptane-2-carboxylic acid